CC1=CC=NN1C1=CC=CC=C1 5-methyl-1-phenyl-pyrazol